FC(OC1=CC=C(C(=O)NC=2N(C=C(N2)C(=O)NCCCO)C2=CC=C(C=C2)OC)C=C1)F 2-[4-(Difluoromethoxy)benzamido]-N-(3-hydroxypropyl)-1-(4-methoxyphenyl)-1H-imidazole-4-carboxamide